ClC=1C(=NC(=NC1O)N)N 5-chloro-2,4-diamino-6-hydroxypyrimidine